N-methoxy-N-methyl-3-(pyridin-4-yl)acrylamide CON(C(C=CC1=CC=NC=C1)=O)C